C(C)(=O)NC=1N=C2N(N=C(C=C2)C=2C(=C(C(=O)NC([2H])([2H])C3=C(C=CC(=C3)OC(F)(F)F)F)C=CC2C)F)C1 3-(2-acetamidoimidazo[1,2-b]pyridazin-6-yl)-2-fluoro-N-((2-fluoro-5-(trifluoromethoxy)phenyl)methyl-d2)-4-methylbenzamide